COC=1C=CC(=NC1)N1CCC(CC1)C=O 1-(5-methoxypyridin-2-yl)piperidine-4-carbaldehyde